CN1CC2=CC(=CC=C2CC1)C=1C=C2C(=NC1)N(C=C2C2=CC=C(C=C2)S(=O)(=N)C)S(=O)(=O)CC2=CC=CC=C2 2-methyl-7-(3-(4-(S-methylsulfonimidoyl)phenyl)-1-toluenesulfonyl-1H-pyrrolo[2,3-b]pyridin-5-yl)-1,2,3,4-tetrahydroisoquinoline